BrC1=CC2=C(N(C([C@H](CS2)NC(OC(C)(C)C)=O)=O)CC2=CC=C(C=C2)Cl)C=C1C(NNC(C(C)(C)C)=O)=O tert-butyl N-[(3R)-8-bromo-5-[(4-chlorophenyl)methyl]-7-[(2,2-dimethylpropanoylamino)carbamoyl]-4-oxo-2,3-dihydro-1,5-benzothiazepin-3-yl]carbamate